(2-(4-chlorophenyl)propan-2-yl)-2-(1-methylpiperidin-2-yl)acetamide ClC1=CC=C(C=C1)C(C)(C)C(C(=O)N)C1N(CCCC1)C